Racemic-5-Isopropyloxazolidin-2-one C(C)(C)[C@@H]1CNC(O1)=O |r|